sec-butyl 1-(2-(1-(6-methoxy-3,4-dihydro-2H-benzo[b][1,4]oxazin-7-yl)-6-(pyrazolo[1,5-a]pyrimidin-3-yl)-1H-pyrazolo[4,3-c]pyridine-3-carboxamido)ethyl)piperidine-4-carboxylate COC1=CC2=C(OCCN2)C=C1N1N=C(C=2C=NC(=CC21)C=2C=NN1C2N=CC=C1)C(=O)NCCN1CCC(CC1)C(=O)OC(C)CC